4-methyl-1-(4-(4,4,5,5-tetramethyl-1,3,2-dioxaborolan-2-yl)phenethyl)piperidin-4-ol CC1(CCN(CC1)CCC1=CC=C(C=C1)B1OC(C(O1)(C)C)(C)C)O